[O-]OOOOO[O-].[K+].[K+] potassium heptaoxide